COC1=C(C=C(C=C1)C(=O)O)B(O)O 2-methoxy-5-carboxyphenylboronic acid